O[C@H]1[C@@H]2CN([C@H](C1)C2)C(=O)OC(C)(C)C Tert-butyl (1S,4S,5R)-5-hydroxy-2-azabicyclo[2.2.1]heptane-2-formate